3-allyl-2-methoxy-4,6-bis(methoxymethoxy)benzaldehyde C(C=C)C=1C(=C(C=O)C(=CC1OCOC)OCOC)OC